Cl.C(C)C1=C(C(=CC=C1)CC)N1N=C2C(CNCC2)=C1C1=C2C=CNC2=C(C=C1F)OC 2-(2,6-diethylphenyl)-3-(5-fluoro-7-methoxy-1H-indol-4-yl)-4,5,6,7-tetrahydropyrazolo[4,3-c]Pyridine hydrochloride